3-(4'-fluorobiphenyl-4-yl)-3-methyl-N-(4-methyl-1-azabicyclo[3.2.2]non-4-yl)butanamide FC1=CC=C(C=C1)C1=CC=C(C=C1)C(CC(=O)NC1(CCN2CCC1CC2)C)(C)C